(5R,6R)-5-hydroxy-6-((R)-5H-imidazo[5,1-a]isoindol-5-yl)-5,6,7,8-tetrahydronaphthalene-2-carbonitrile O[C@H]1C=2C=CC(=CC2CC[C@@H]1[C@H]1N2C(C3=CC=CC=C13)=CN=C2)C#N